magnesium dimyristoate C(CCCCCCCCCCCCC)(=O)[O-].C(CCCCCCCCCCCCC)(=O)[O-].[Mg+2]